CC1=NC=CC=2C3=CC(=CC=C3NC12)NC(=S)NC1=CC=C(C=C1)C(F)(F)F 1-(1-Methyl-beta-carbolin-6-yl)-3-(4-(trifluoromethyl)phenyl)thiourea